5-(((trans-3-(3-cyclopropyl-4-(1-isopropyl-1H-pyrazolo[4,3-c]pyridin-4-yl)-1H-pyrazol-1-yl)cyclobutyl)methyl)amino)-2-(2,6-dioxopiperidin-3-yl)isoindoline-1,3-dione C1(CC1)C1=NN(C=C1C1=NC=CC2=C1C=NN2C(C)C)[C@@H]2C[C@H](C2)CNC=2C=C1C(N(C(C1=CC2)=O)C2C(NC(CC2)=O)=O)=O